ClC1=NC=C2C=C(C=NC2=C1)C=1C(=CC(=NC1)C(C)=O)C 1-[5-(7-chloro-1,6-naphthyridin-3-yl)-4-methylpyridin-2-yl]ethanone